3α-hydroxy-6-ethylidene-7-keto-5β-cholan-24-oic acid methyl ester COC(CC[C@@H](C)[C@H]1CC[C@H]2[C@@H]3C(C([C@@H]4C[C@@H](CC[C@]4(C)[C@H]3CC[C@]12C)O)=CC)=O)=O